(3S,4R)-1-[4-[[3-(3-fluoro-4-methoxy-phenyl)imidazo[1,2-a]pyrazin-8-yl]amino]-2-methyl-benzoyl]-3-hydroxy-piperidine-4-carboxylic acid FC=1C=C(C=CC1OC)C1=CN=C2N1C=CN=C2NC2=CC(=C(C(=O)N1C[C@H]([C@@H](CC1)C(=O)O)O)C=C2)C